7-(diethylamino)-1,4-dimethylquinolin-2(1H)-one C(C)N(C1=CC=C2C(=CC(N(C2=C1)C)=O)C)CC